(2,4-dimethoxybenzyl)-5-nitro-2-[5-(trifluoromethyl)-1,2,4-oxadiazol-3-yl]benzene-sulphonamide COC1=C(CC=2C(=C(C=C(C2)[N+](=O)[O-])S(=O)(=O)N)C2=NOC(=N2)C(F)(F)F)C=CC(=C1)OC